N1=CC=CC2=C1N1C(COC2)C=NC=C1 pyrazino[2,1-c]pyrido[2,3-e][1,4]oxazepane